C1(=CC=CC=C1)CON1[C@@H]2CC[C@H](N(C1=O)C2)C(NC(=O)[C@H]2CN(CC2)C)=N (3R)-N-(((2S,5R)-6-(phenylmethyloxy)-7-oxo-1,6-diazabicyclo[3.2.1]oct-2-yl)(imino)methyl)-1-methylpyrrolidine-3-carboxamide